C(C)(C)(C)C=1C=C(C(=C(C1)NC(NC1=CC=C(C2=CC=CC=C12)OC1=CC(=NC=C1)NC=1C=C(OCCOCCOC2CC2)C=C(C1)OC)=O)OC)NS(=O)(=O)C 1-(2-(2-(3-((4-((4-(3-(5-(tert-Butyl)-2-methoxy-3-(methylsulfonamido)phenyl)ureido)-naphthalin-1-yl)oxy)pyridin-2-yl)amino)-5-methoxyphenoxy)ethoxy)ethoxy)cyclopropan